diethylamine 2-butyloctanedioate C(CCC)C(C(=O)O)CCCCCC(=O)O.C(C)NCC